CN1CCN(CC1)C1=CC=C(C=C1)NC1=NC2=C(C=CC=C2C=N1)N1CC(CCC1)NC(C=C)=O N-(1-(2-((4-(4-methylpiperazin-1-yl)phenyl)amino)quinazolin-8-yl)piperidin-3-yl)acrylamide